(2S)-2-{[(2,3-dihydro-1H-inden-4-yl)methyl]amino}-5,5-dimethylhexanoic acid C1CCC2=C(C=CC=C12)CN[C@H](C(=O)O)CCC(C)(C)C